COC(=O)C1=C(C2=C(C3=NC=C(C=C3N2C(C2CCOCC2)C2=NC=CC=C2F)Br)S1)F 6-bromo-3-fluoro-4-((3-fluoropyridin-2-yl)(tetrahydro-2H-pyran-4-yl)methyl)-4H-thieno[2',3':4,5]Pyrrolo[3,2-b]Pyridine-2-carboxylic acid methyl ester